Cl.FC1=CC(=CC2=CN(N=C12)C)C1=CC=2C(=NN(C2)[C@H]2CNCC2)S1 (R)-5-(7-fluoro-2-methyl-2H-indazol-5-yl)-2-(pyrrolidin-3-yl)-2H-thieno[2,3-c]pyrazole hydrochloride